7-bromo-2-methyltriazolo[4,5-b]pyridine BrC=1C=2C(N=CC1)=NN(N2)C